N-(1-phenylcyclopropyl)-5-[4-(trifluoromethyl)phenyl]naphthalene-2-carboxamide C1(=CC=CC=C1)C1(CC1)NC(=O)C1=CC2=CC=CC(=C2C=C1)C1=CC=C(C=C1)C(F)(F)F